ClC=1C=C2C(=C3C4(NC(NC13)=O)CCCCC4)OC(=C2)CN2C[C@H]4C([C@H]4C2)CO 5'-chloro-2'-[{(1R,5S,6S)-6-(hydroxymethyl)-3-azabicyclo[3.1.0]hexan-3-yl}methyl]-7',8'-dihydro-6'H-spiro[cyclohexane-1,9'-furo[2,3-f]quinazoline]-7'-one